FC1=C(C=CC=C1)CN1CC(N(C(C1)C)C(C(C)C)=O)C(=O)NCC1=CC=C(C=C1)C=1OC=CC1 4-[(2-fluorophenyl)methyl]-N-{[4-(furan-2-yl)phenyl]methyl}-6-methyl-1-(2-methylpropanoyl)piperazine-2-carboxamide